FC=1C(=C(C=C(C1)C(F)(F)F)O)C=1C=2N(C(=NN1)N[C@H]1CN(CCC1)C)C=CC2 3-fluoro-2-(4-{[(3R)-1-methylpiperidin-3-yl]amino}pyrrolo[1,2-d][1,2,4]triazin-1-yl)-5-(trifluoromethyl)phenol